NCC1CCN(CC1)C1=CC=C(C=C1)NC1=NC=C2N=C(N(C2=N1)C1CCCC1)NC1=CC=CC=C1 N2-(4-(4-(aminomethyl)piperidin-1-yl)phenyl)-9-cyclopentyl-N8-phenyl-9H-purine-2,8-diamine